(2-methyl-6-(phenylethynyl)pyridine) HCl Cl.CC1=NC(=CC=C1)C#CC1=CC=CC=C1